BrC1=CC(=CC=2CCOC21)OC2=CC(=C(C=C2)F)F 7-Bromo-5-(3,4-difluoro-phenoxy)-2,3-dihydrobenzo-furan